2,2'-bis(diphenylphosphino)Benzophenone C1(=CC=CC=C1)P(C1=C(C(=O)C2=C(C=CC=C2)P(C2=CC=CC=C2)C2=CC=CC=C2)C=CC=C1)C1=CC=CC=C1